4-((tetrahydro-2H-pyran-3-yl)oxy-7-(thiazol-2-yl)benzo[d]oxazol-2-yl)-3,8-diazabicyclo[3.2.1]octane-8-carboxylate O1CC(CCC1)OC1=CC=C(C2=C1N=C(O2)C2NCC1CCC2N1C(=O)[O-])C=1SC=CN1